2-(2-Chlorophenyl)-N-{4-[3-(pyridin-3-yl)-1H-1,2,4-triazol-1-yl]-3-sulfamoylphenyl}acetamide ClC1=C(C=CC=C1)CC(=O)NC1=CC(=C(C=C1)N1N=C(N=C1)C=1C=NC=CC1)S(N)(=O)=O